OC1=C(C(=O)O)C=C(C=C1)OCC=1C=C(C=CC1)C1=CC(=CC=C1)OCC1=CC=C(C=C1)C(F)(F)F 2-Hydroxy-5-((3'-((4-(trifluoromethyl)benzyl)oxy)-[1,1'-biphenyl]-3-yl)methoxy)benzoic acid